(6-benzyl-1-(1-(4-fluorophenyl)-6-methyl-1H-indazol-5-yl)-3-azabicyclo[3.1.0]hexan-3-yl)(phenyl)methanone C(C1=CC=CC=C1)C1C2CN(CC12C=1C=C2C=NN(C2=CC1C)C1=CC=C(C=C1)F)C(=O)C1=CC=CC=C1